C(CC)(=O)OC1=C(C=CC=C1)CC=C 2-allylphenyl propionate